COC(=O)C1=CC=C(C=C1)C=1C(C=CC(C1)(C)CC=C)=C[Si](C)(C)C methyl-5'-allyl-5'-methyl-2'-[(trimethylsilyl) methylene]-2',5'-dihydro-[1,1'-biphenyl]-4-carboxylate